C(C)(C)N(C(=O)C1=C(OC2=C(N=CN=N2)N2CC3(CN(C3)C(CCCNC(OC(C)(C)C)=O)C(C)C)CC2)C=CC(=C1)F)C(C)C tert-butyl (4-(6-(6-(2-(diisopropylcarbamoyl)-4-fluorophenoxy)-1,2,4-triazin-5-yl)-2,6-diazaspiro[3.4]octan-2-yl)-5-methylhexyl)carbamate